3-(benzyl(methyl)amino)-1-phenylpropan-1-one hydrochloride Cl.C(C1=CC=CC=C1)N(CCC(=O)C1=CC=CC=C1)C